diethyl-(3,4-dihydroxyphenethylamine) C(C)N(CCC1=CC(=C(C=C1)O)O)CC